tert-Butyl (1R,2R,4S)-2-(Trifluoromethyl)-2-((trimethylsilyl)oxy)-7-azabicyclo[2.2.1]heptane-7-carboxylate FC([C@@]1([C@H]2CC[C@@H](C1)N2C(=O)OC(C)(C)C)O[Si](C)(C)C)(F)F